N-[3-(Dimethylamino)propyl]octadecanamid CCCCCCCCCCCCCCCCCC(=O)NCCCN(C)C